2-Butyl-2-ethylPropane C(CCC)C(C)(C)CC